1-(4-(6-chloro-2-((2-(dimethylamino)ethyl)(methyl)amino)-8-fluoro-7-(5-methyl-1H-indazol-4-yl)quinazolin-4-yl)piperazin-1-yl)prop-2-en-1-one ClC=1C=C2C(=NC(=NC2=C(C1C1=C2C=NNC2=CC=C1C)F)N(C)CCN(C)C)N1CCN(CC1)C(C=C)=O